(3-bromopropyloxy)-tert-butyldimethylsilane BrCCCO[Si](C)(C)C(C)(C)C